8-(2,3-dichlorophenyl)-N-[(4S)-3,4-dihydro-2H-chromen-4-yl]-4-(morpholin-4-yl)-1,7-naphthyridine-3-carboxamide ClC1=C(C=CC=C1Cl)C=1N=CC=C2C(=C(C=NC12)C(=O)N[C@H]1CCOC2=CC=CC=C12)N1CCOCC1